(3S,8S,9S,10R,13R,14S,17R)-17-((R)-4-(isothiazol-5-yl)butan-2-yl)-10,13-dimethyl-2,3,4,7,8,9,10,11,12,13,14,15,16,17-tetradecahydro-1H-cyclopenta[a]phenanthren-3-ol S1N=CC=C1CC[C@@H](C)[C@H]1CC[C@H]2[C@@H]3CC=C4C[C@H](CC[C@@]4([C@H]3CC[C@]12C)C)O